FC=1C(=NC(=NC1)C1=NN(C(=C1)C1=NOC=C1)CC1=C(C=CC=C1)F)N 5-fluoro-2-(1-(2-fluorobenzyl)-5-(isoxazol-3-yl)-1H-pyrazol-3-yl)pyrimidin-4-amine